NC=1C(=C2C(=NC1C(=O)N)N(N=C2C(=O)NC)CC)C2=C(C(=CC=C2C)OC)C 5-Amino-1-ethyl-4-(3-methoxy-2,6-dimethylphenyl)-N3-methyl-1H-pyrazolo[3,4-b]pyridine-3,6-dicarboxamide